ethyl 6-[(6-cyano-5-methylselenopyridin-3-yl)amino]-5,6-dioxohexanoate C(#N)C1=C(C=C(C=N1)NC(C(CCCC(=O)OCC)=O)=O)[Se]C